ClC1=CC=C2C(=N1)C(N(C2=O)CC2=CC=C(C=C2)OC)(C)C 2-chloro-6-[(4-methoxyphenyl)methyl]-7,7-dimethyl-6,7-dihydro-5H-pyrrolo[3,4-b]pyridin-5-one